Cis-N-(3-chloro-4-fluorophenyl)-2-methyl-5-phenyl-1,2,6-thiadiazinane-3-carboxamide 1,1-dioxide ClC=1C=C(C=CC1F)NC(=O)[C@@H]1N(S(N[C@@H](C1)C1=CC=CC=C1)(=O)=O)C